COC1=CC(=NN1C1=CC=C(C(=O)OC)C=C1)C methyl 4-(5-methoxy-3-methyl-1H-pyrazol-1-yl)benzoate